Tert-butyl 5-(3-(4-methoxybenzyl)ureido)-3-(4,4,5,5-tetramethyl-1,3,2-dioxaborolan-2-yl)-1H-pyrrolo[2,3-c]pyridine-1-carboxylate COC1=CC=C(CNC(NC=2C=C3C(=CN2)N(C=C3B3OC(C(O3)(C)C)(C)C)C(=O)OC(C)(C)C)=O)C=C1